FC(CCSSCC)(F)F ethyl (3,3,3-trifluoro-n-propyl) disulfide